4-nitrophenyl-(1-(3-methylimidazo[1,2-a]pyridin-5-yl)ethyl)carbamate [N+](=O)([O-])C1=CC=C(C=C1)N(C([O-])=O)C(C)C1=CC=CC=2N1C(=CN2)C